1-[3,5-dichloro-2-(2-hydroxyethyl)phenyl]-3-[3-(2-aminoethylamino)-5-trifluoromethoxyphenyl]urea ClC=1C(=C(C=C(C1)Cl)NC(=O)NC1=CC(=CC(=C1)OC(F)(F)F)NCCN)CCO